NC1=C(C(=NN1C(C)(C)C)C1=CC(=C(C=C1)[N+](=O)[O-])F)C#N 5-amino-1-(tert-butyl)-3-(3-fluoro-4-nitrophenyl)-1H-pyrazole-4-carbonitrile